N,N-diisobutyl-1H-indazole-4-amine C(C(C)C)N(C=1C=2C=NNC2C=CC1)CC(C)C